C(#N)C(C(=O)O)C 2-cyanopropanoic acid